OCCS(=O)CCO 2-hydroxyethylsulfoxide